tert-butyl (2S,6S*)-2-[(benzyloxy)methyl]-7-ethoxy-1,4-oxazocane-4-carboxylate C(C1=CC=CC=C1)OC[C@H]1OCC(CCN(C1)C(=O)OC(C)(C)C)OCC